ClC1=NC(=C(C(=N1)N1CCOCC1)OC)OCCC1=NC=CC=C1 4-(2-chloro-5-methoxy-6-(2-(pyridin-2-yl)ethoxy)pyrimidin-4-yl)morpholine